4-methoxymethoxy-1-methylbutylmagnesium bromide COCOCCCC(C)[Mg]Br